2-Chloro-N-(2-chlorophenyl)benzenamine ClC1=C(C=CC=C1)NC1=C(C=CC=C1)Cl